tert-butyl-dimethyl-[[(1S,3R)-1-methyl-5-(1-methyl-1-trimethylsilyloxy-ethyl)-1,2,3,4-tetrahydroisoquinolin-3-yl]methoxy]silane C(C)(C)(C)[Si](OC[C@@H]1N[C@H](C2=CC=CC(=C2C1)C(C)(O[Si](C)(C)C)C)C)(C)C